6-chloro-3-(2,4-dimethyl-6-oxo-1,6-dihydropyridin-3-yl)-1-(4-fluoro-2-isopropylphenyl)-2,3-dihydroquinazolin-4(1H)-one ClC=1C=C2C(N(CN(C2=CC1)C1=C(C=C(C=C1)F)C(C)C)C1=C(NC(C=C1C)=O)C)=O